C1=C(C(=O)NC(=O)N1[C@]2([C@@H]([C@@H]([C@H](O2)CO)O)O)CO)C(=O)N 5-carbamoylhydroxymethyluridine